C(=C/C)/C1CNC1 (Z)-3-(Prop-1-en-1-yl)azetidine